COC=1C=C(C=CC1)C=1N=C(SC1)NC(CCN1CCN(CC1)CC1=CC=CC=C1)=O N-(4-(3-methoxyphenyl)thiazol-2-yl)-3-(4-benzylpiperazin-1-yl)propionamide